C(OC1C(CC1)(C)C)(OCCl)=O 2,2-dimethylcyclobutyl chloromethyl carbonate